N1-(3-(3-aminopropoxy)propyl)-N5-((1R,2S,5R)-5-(isopropyl(methyl)amino)-2-((S)-2-oxo-3-((6-(trifluoromethyl)quinazolin-4-yl)amino)pyrrolidin-1-yl)cyclohexyl)glutaramide NCCCOCCCNC(CCCC(=O)N[C@H]1[C@H](CC[C@H](C1)N(C)C(C)C)N1C([C@H](CC1)NC1=NC=NC2=CC=C(C=C12)C(F)(F)F)=O)=O